C(C)OC1(CCC(CC1)C(=O)OCC)CC Ethyl trans-4-ethoxy-4-ethylcyclohexanecarboxylate